N-(2-{(3aR,6aR)-5-Methyl-2,3,3a,4,6,6a-hexahydropyrrolo[3,4-b]pyrrol-1-yl}-4-methoxy-5-{[4-(4,5,6,7-tetrahydropyrazolo[1,5-a]pyridin-3-yl)pyrimidin-2-yl]amino}phenyl)prop-2-enamide CN1C[C@@H]2N(CC[C@@H]2C1)C1=C(C=C(C(=C1)OC)NC1=NC=CC(=N1)C=1C=NN2C1CCCC2)NC(C=C)=O